(4-(4-Methyl-4,7-diazaspiro[2.5]octan-7-yl)pyridazin-3-yl)-1-(quinoxalin-6-yl)methanimine CN1C2(CC2)CN(CC1)C1=C(N=NC=C1)C(=N)C=1C=C2N=CC=NC2=CC1